NC1=C([N+](=CC2=C(C=CC=C12)C=1C(=NC=CC1)OC(F)F)[O-])C(NCCC)=O 4-amino-8-(2-(difluoromethoxy)pyridin-3-yl)-3-(propylcarbamoyl)isoquinoline-2-oxide